5-(benzofuran-2-yl)-2-methyl-1,2,3,3a,4,6a-hexahydrocyclopenta[c]pyrrole hydrochloride Cl.O1C(=CC2=C1C=CC=C2)C=2CC1C(CN(C1)C)C2